methyl 3-methyl-5-(trifluoromethyl)pyrazine-2-carboxylate CC=1C(=NC=C(N1)C(F)(F)F)C(=O)OC